6-(8-(benzo[d]thiazol-2-ylcarbamoyl)-3,4-dihydroisoquinolin-2(1H)-yl)-3-(3-(4-chlorophenoxy)phenyl)picolinic acid tert-butyl ester C(C)(C)(C)OC(C1=NC(=CC=C1C1=CC(=CC=C1)OC1=CC=C(C=C1)Cl)N1CC2=C(C=CC=C2CC1)C(NC=1SC2=C(N1)C=CC=C2)=O)=O